(3R,4R)-4-(((7-((3-(3-acrylamidobenzoyl)phenyl)(tert-butoxycarbonyl)amino)-3-isopropylpyrazolo[1,5-a]pyrimidin-5-yl)amino)methyl)-3-hydroxypiperidine-1-carboxylic acid tert-butyl ester C(C)(C)(C)OC(=O)N1C[C@@H]([C@H](CC1)CNC1=NC=2N(C(=C1)N(C(=O)OC(C)(C)C)C1=CC(=CC=C1)C(C1=CC(=CC=C1)NC(C=C)=O)=O)N=CC2C(C)C)O